(R)-1-[3-(4-fluorophenyl)-1,2-oxazolidin-2-yl]-2,2-dimethylpropan-1-one FC1=CC=C(C=C1)[C@@H]1N(OCC1)C(C(C)(C)C)=O